C(N)(=O)C=1N=NC(=CC1NC1=CC=C(C=C1)CC(=O)[O-])C1=C(C=CC=C1F)F 2-(4-((3-carbamoyl-6-(2,6-difluorophenyl)pyridazin-4-yl)amino)phenyl)acetate